C(C)(C)C1=NN2C(N=C(NC2=O)S)=C1C1=CC(=C(C(=C1)F)F)F 7-isopropyl-2-sulfanyl-8-(3,4,5-trifluorophenyl)-3H-pyrazolo[1,5-a][1,3,5]triazin-4-one